1,6-dimethyl-2-oxo-4-{4-[5-(propan-2-yl)-1,3-benzooxazol-2-yl]piperidin-1-yl}-1,2-dihydroquinoline-3-carboxamide CN1C(C(=C(C2=CC(=CC=C12)C)N1CCC(CC1)C=1OC2=C(N1)C=C(C=C2)C(C)C)C(=O)N)=O